6-(cyclopropanecarboxamido)-N-(methyl-d3)pyridazine-3-carboxamide C1(CC1)C(=O)NC1=CC=C(N=N1)C(=O)NC([2H])([2H])[2H]